FC(CN1NC=CC1)(F)F 2-(2,2,2-trifluoroethyl)-1H-pyrazol